NC1=NC=C2C=C(N=CC2=C1)C=1C(=CC(=NC1)C(CC)O)C 1-(5-(7-amino-2,6-naphthyridin-3-yl)-4-methylpyridin-2-yl)propan-1-ol